N(C(=O)C)C1(O)C[C@@H](O)[C@H](O)[C@H](O1)CO acetamino-2-deoxy-d-glucopyranose